bromo-6-((3-methyl-4-((1-methyl-1H-benzimidazol-5-yl)oxy)phenyl)amino)pyrimidin-4-amine BrC1=NC(=CC(=N1)N)NC1=CC(=C(C=C1)OC1=CC2=C(N(C=N2)C)C=C1)C